F[C@H]1CN(C[C@H]1F)C(=O)C=1C=C(C=CC1)[C@@H]1[C@H](C1)C=1C=2N(N=C(C1)C=1C(NC(NC1)=O)=O)C=CN2 5-(8-((1S,2S)-2-(3-((3S,4R)-3,4-difluoropyrrolidine-1-carbonyl)phenyl)cyclopropyl)imidazo[1,2-b]pyridazin-6-yl)pyrimidine-2,4(1H,3H)-dione